Cl.C(=CC)NC=CC dipropenyl-amine hydrochloride